2-(2-(1,3-dioxoisoindolin-2-yl)propionyl)hydrazine-1-thiocarboxamide O=C1N(C(C2=CC=CC=C12)=O)C(C(=O)NNC(N)=S)C